(3R,4aS,10bR)-3-methyl-8-(trifluoromethyl)-1,2,3,4,4a,5,6,10b-octahydrobenzo[h]quinoline hydrochloride Cl.C[C@H]1CN[C@H]2C3=C(CC[C@H]2C1)C=C(C=C3)C(F)(F)F